(E)-2-(4-(3-oxo-3-phenylpropan-1-en-1-yl)phenoxy)acetic acid O=C(/C=C/C1=CC=C(OCC(=O)O)C=C1)C1=CC=CC=C1